4-(2-methacryloyloxyethyl)trimellitic acid C(C(=C)C)(=O)OCCC1(CC(=C(C(=O)O)C=C1)C(=O)O)C(=O)O